1-[2-(aminomethyl)-3,3-difluoro-allyl]-4-[3-(4-piperazin-1-ylphenyl)phenyl]tetrazol-5-one trifluoroacetate FC(C(=O)O)(F)F.NCC(CN1N=NN(C1=O)C1=CC(=CC=C1)C1=CC=C(C=C1)N1CCNCC1)=C(F)F